N-Cyclopropyl-2-fluoro-5-{1-[6-(4-fluoro-1-methyl-piperidin-4-yl)-7-methoxy-imidazo[1,2-a]pyridin-3-yl]-1H-imidazol-4-yl}-4-methyl-benzamide C1(CC1)NC(C1=C(C=C(C(=C1)C=1N=CN(C1)C1=CN=C2N1C=C(C(=C2)OC)C2(CCN(CC2)C)F)C)F)=O